1,1,1,2,2,3,3,4,4,5,5,6,6,7,7,8,8,9,9,10,10-heneicosafluoro-12-iodo-dodecane FC(C(C(C(C(C(C(C(C(C(CCI)(F)F)(F)F)(F)F)(F)F)(F)F)(F)F)(F)F)(F)F)(F)F)(F)F